CC1(N(CC(C1)C1=CC=CC=C1)C(=O)C1=CC(=NN1)C1=CC=NC=C1)C [2,2-dimethyl-4-phenyl-pyrrolidin-1-yl]-[3-(4-pyridyl)-1H-pyrazol-5-yl]methanone